O(C=1C=C2C(N(C(C2=CC1)=O)CC1OCCC1)=O)C=1C=C2C(N(C(C2=CC1)=O)CC1OCCC1)=O 5,5'-oxybis[2-(tetrahydro-2-furanyl-methyl)-1H-isoindole-1,3(2H)-dione]